O=C1NC(CCC1NC(=O)C1=CC=C(C=C1)N1CCN(CC1)C(=O)OC(C)(C)C)=O tert-butyl 4-[4-[(2,6-dioxopiperidin-3-yl)carbamoyl]phenyl]piperazine-1-carboxylate